F[C@@H]1[C@H]2CC[C@@H](C[C@@H]1N(C=1N=CC(=NC1)C1=C(C=C(C=C1)C=1C=NN(C1)C)O)C1COC1)N2 2-(5-{[(1R,2R,3S,5S)-2-fluoro-8-azabicyclo[3.2.1]octan-3-yl](oxetan-3-yl)amino}pyrazin-2-yl)-5-(1-methyl-1H-pyrazol-4-yl)phenol